ClC=1C=NC(=C(C(=O)NC2CCC(CC2)CN2C(N(C3=C2C=CC=C3)C=3C=NC(=CC3)NCCOC)=O)C1)C(F)F 5-chloro-2-(difluoromethyl)-N-((1r,4r)-4-((3-(6-((2-methoxyethyl)amino)pyridin-3-yl)-2-oxo-2,3-dihydro-1H-benzo[d]imidazol-1-yl)methyl)cyclohexyl)nicotinamide